BrC1=C(C=CC(=C1)S(=O)(=O)C(CCC)C)OC 2-Bromo-1-methoxy-4-(1-methylbutylsulfonyl)benzene